FC1(COC1)CNC1=NN2C(C=N1)=C(C=C2)C=2C=CC=1N(C2)C(=CN1)C(=O)N1CCCC1 (6-(2-(((3-fluorooxetan-3-yl)methyl)amino)pyrrolo[2,1-f][1,2,4]triazin-5-yl)imidazo[1,2-a]pyridin-3-yl)(pyrrolidin-1-yl)methanone